2-Hydroxy-1-{9-[methyl(7H-pyrrolo[2,3-d]pyrimidin-4-yl)amino]-3-azaspiro[5.5]undec-3-yl}ethanon OCC(=O)N1CCC2(CC1)CCC(CC2)N(C=2C1=C(N=CN2)NC=C1)C